6-chloro-1,3-benzenediamine ClC1=CC=C(C=C1N)N